N1=C(N=CC=C1)SC1=C(C(=O)O)C=CN=C1 3-(Pyrimidin-2-ylsulfanyl)isonicotinic acid